8-(4-fluoro-6-methoxybenzo[d]thiazol-2-yl)-3-methyl-quinazolin-4(3H)-one FC1=CC(=CC2=C1N=C(S2)C=2C=CC=C1C(N(C=NC21)C)=O)OC